FC(C[C@H]1COCCN1C1=CC(=C(C(=O)N[C@H](C(=O)OC)CC2=CC=C(C=C2)N2C(N(C3=C(C2=O)COCC3)C)=O)C(=C1)C)F)F methyl (S)-2-(4-((S)-3-(2,2-difluoroethyl)morpholino)-2-fluoro-6-methylbenzamido)-3-(4-(1-methyl-2,4-dioxo-1,5,7,8-tetrahydro-2H-pyrano[4,3-d]pyrimidin-3(4H)-yl)phenyl)propanoate